Cl.COC(=O)C1(CNCC1)F.C1(CCCCC1)NSC=1SC2=C(N1)C=CC=C2 N-cyclohexyl-2-benzothiazolesulfenamide methyl-3-fluoro-3-pyrrolidinecarboxylate hydrochloride